NCC#CC(=O)NC1CC(C1)N[C@@H]1C[C@@H](N(C2=CC=CC=C12)C(CC)=O)C |o1:12,14| 4-amino-N-((1R,3r)-3-(((2S*,4R*)-2-methyl-1-propionyl-1,2,3,4-tetrahydroquinolin-4-yl)amino)cyclobutyl)but-2-ynamide